OC(C(=O)O)(CC)O 2-hydroxy(hydroxybutyric acid)